O=C(C(=O)[O-])CCC(=O)[O-] L-2-oxoglutarate